N-(6-(METHOXY)PYRIDAZIN-3-YL)AMINE COC1=CC=C(N=N1)N